N-((E)-((E)-2'-methyl-6-((phenylamino)methylene)-3,4,5,6-tetrahydro-[1,1'-biphenyl]-2-yl)methylene)benzenaminium chloride [Cl-].CC1=C(C=CC=C1)C/1=C(CCC\C1=C/NC1=CC=CC=C1)\C=[NH+]\C1=CC=CC=C1